5-{(3R)-1-[2-(dimethylamino)ethyl]-5',6'-dihydrospiro[pyrrolidine-3,4'-pyrrolo[1,2-b]pyrazol]-2'-yl}-3-(trifluoromethyl)pyridin-2-amine CN(CCN1C[C@]2(CCN3N=C(C=C32)C=3C=C(C(=NC3)N)C(F)(F)F)CC1)C